BrC1=C(C=C(C=CC2=CSC=C2)C=C1OC)OC 3-(4-bromo-3,5-dimethoxystyryl)thiophene